FC=1C(=CC(=NC1)OC)[C@H](C(=O)N1C[C@]2(CC1)NC1=NC(=C(C=C1CC2)C2=NC=CC=N2)C)C (2R)-2-(5-fluoro-2-methoxypyridin-4-yl)-1-[(2S)-7-methyl-6-(pyrimidin-2-yl)-3,4-dihydro-1H-spiro[1,8-naphthyridine-2,3'-pyrrolidin]-1'-yl]propan-1-one